C(C1=CC=CC=C1)OC(=O)N1[C@H](CN(CC1)C=1C2=C(N=C(N1)OCC1(CCC1)N)CN(CC2)C2=CC=CC1=CC=C(C(=C21)Cl)F)CC#N (S)-4-(2-((1-aminocyclobutyl)methoxy)-7-(8-chloro-7-fluoronaphthalen-1-yl)-5,6,7,8-tetrahydropyrido[3,4-d]pyrimidin-4-yl)-2-(cyanomethyl)piperazine-1-carboxylic acid benzyl ester